ethyl 2,5-dimethyl-[1,2,4]triazolo[1,5-a]pyrimidine-6-carboxylate CC1=NN2C(N=C(C(=C2)C(=O)OCC)C)=N1